FC1=C(CSC2=NNC(=N2)CCC)C=CC=C1 3-[(2-fluorobenzyl)sulfanyl]-5-propyl-[1,2,4]triazol